CC1CCC(CC1)[C@@H](C=1OC2=C(N1)C=C(C=C2)CN2C(N[C@@H](C2)C(F)(F)F)=O)NC(OC(C)(C)C)=O tert-butyl ((S)-((1r,4S)-4-methylcyclohexyl)(5-(((S)-2-oxo-4-(trifluoromethyl)-imidazolidin-1-yl)methyl)benzo[d]oxazol-2-yl)methyl)carbamate